C(#N)N1C2CCC(C1)[C@H]2NC(=O)C2=CC=C(C=C2)C2=C(C=CC=C2)NC2=CC=C(C=C2)F N-((7R)-2-cyano-2-azabicyclo[2.2.1]heptan-7-yl)-2'-((4-fluorophenyl)amino)-[1,1'-biphenyl]-4-carboxamide